tert-butyl (R)-3-(2,3-dichloro-6-fluorophenyl)-3-((2,4,4-trimethyl-1-oxo-1,2,3,4-tetrahydroisoquinolin-7-yl)amino)pyrrolidine-1-carboxylate ClC1=C(C(=CC=C1Cl)F)[C@]1(CN(CC1)C(=O)OC(C)(C)C)NC1=CC=C2C(CN(C(C2=C1)=O)C)(C)C